7-amino-5-((2-(6-methylpyridin-2-yl)ethyl)amino)-2,3-dimethylpyrazolo[1,5-a]pyrimidine-6-carbonitrile NC1=C(C(=NC=2N1N=C(C2C)C)NCCC2=NC(=CC=C2)C)C#N